N-(4-amino-3-(isopropylamino)phenyl)-2-(4-ethylsulfonylphenyl)acetamide NC1=C(C=C(C=C1)NC(CC1=CC=C(C=C1)S(=O)(=O)CC)=O)NC(C)C